NC/C(/CN1N=C2C(C(N(CC2)C2CC2)=O)=C1)=C\F (E)-2-(2-(aminomethyl)-3-fluoroallyl)-5-cyclopropyl-2,5,6,7-tetrahydro-4H-pyrazolo[4,3-c]pyridin-4-one